butyl (R)-3-(5-(2,4-difluorophenyl)-3-ureidothiophene-2-carboxamido)piperidine-1-carboxylate FC1=C(C=CC(=C1)F)C1=CC(=C(S1)C(=O)N[C@H]1CN(CCC1)C(=O)OCCCC)NC(=O)N